2-(((5-(trifluoromethyl)pyridin-2-yl)methyl)amino)-2-azabicyclo[2.2.1]heptan-3-one FC(C=1C=CC(=NC1)CNN1C2CCC(C1=O)C2)(F)F